octadecyl-dimethyl-(3-trimethylsilylpropyl)ammonium chloride [Cl-].C(CCCCCCCCCCCCCCCCC)[N+](CCC[Si](C)(C)C)(C)C